2-(2,6-dioxopiperidin-3-yl)-4-(((1-(1-(2,2,2-trifluoroethyl)piperidin-4-yl)-1H-pyrazol-4-yl)methyl)amino)isoindoline-1,3-dione O=C1NC(CCC1N1C(C2=CC=CC(=C2C1=O)NCC=1C=NN(C1)C1CCN(CC1)CC(F)(F)F)=O)=O